O=C1N(C(CC1)=O)OC(C(=CCC(C)C)C)=O 2,5-dimethylhex-2-enoic acid 2,5-dioxopyrrolidin-1-yl ester